CS(=O)(=O)OCC1(OC([C@@H]([C@@H]1OCC1=CC=CC=C1)O)O)COS(=O)(=O)C ((3S,4R)-3-(benzyloxy)-4,5-dihydroxytetrahydrofuran-2,2-diyl)bis(methylene) dimethanesulfonate